N[C@@H](C)[C@H](C[C@@H](C(CCCCCCCCCCCC)(F)F)O)O (2S,3S,5S)-2-amino-6,6-difluorooctadecane-3,5-diol